2-benzyl-2-methylbut-3-enenitrile C(C1=CC=CC=C1)C(C#N)(C=C)C